n-Octanoyl-L-threonine C(CCCCCCC)(=O)N[C@@H]([C@H](O)C)C(=O)O